FC1(CCN(CC1)C=1N=CC=NC1C)F 5-(4,4-difluoropiperidin-1-yl)-6-methylpyrazin